FC=1C=C2C3=C(C(N(C2=C(C1)N)C)C)SC(=N3)C 8-fluoro-2,4,5-trimethyl-4,5-dihydrothiazolo[5,4-c]quinolin-6-amine